2-bromo-1-(3,4-dimethoxyphenyl)ethanone BrCC(=O)C1=CC(=C(C=C1)OC)OC